N-[4-(4-methylpiperazin-1-yl)sulfonyl-3-pyrrolidin-1-ylphenyl]cyclopropanecarboxamide CN1CCN(CC1)S(=O)(=O)C1=C(C=C(C=C1)NC(=O)C1CC1)N1CCCC1